C1(CC1)N1CCN(CC1)C1CCN(CC1)C1=C(C=C(C(=C1)OC)NC1=NC=NC(=C1)N1OCC[C@H]1CC1=NC=CC=C1)NC(C=C)=O N-(2-(4-(4-cyclopropylpiperazine-1-yl)piperidine-1-yl)-4-methoxy-5-((6-((R)-3-(pyridine-2-ylmethyl)isoxazolidine-2-yl)pyrimidine-4-yl)amino)phenyl)acrylamide